NC1=C2N=CN(C2=NC(=N1)F)[C@H]1C[C@@H]([C@@](O1)(C#C)CO[P@](=O)(OC1=CC=CC=C1)N[C@H](C(=O)OCC(CCCCCCC)CCCCCCC)CC1=CC(=CC(=C1)F)F)O 2-Heptylnonyl (S)-2-(((S)-(((2R,3S,5R)-5-(6-amino-2-fluoro-9H-purin-9-yl)-2-ethynyl-3-hydroxytetrahydrofuran-2-yl)methoxy)(phenoxy)phosphoryl)amino)-3-(3,5-difluorophenyl)propanoate